[Ti].C(C)CC(CC(=O)OOC(C)C)=O.C(C)CC(CC(=O)OOC(C)C)=O Diisopropoxy bis(ethylacetoacetate) titanium